COC1=C(NC2=C(N=NC=C2)C(=O)NC([2H])([2H])[2H])C=CC=C1C1=NN(C=N1)C 4-(2-methoxy-3-(1-methyl-1H-1,2,4-triazol-3-yl)anilino)-N-(methyl-d3)pyridazine-3-carboxamide